4-(Boc-amino)bicyclo[2.2.2]octane-1-carboxylic acid C(=O)(OC(C)(C)C)NC12CCC(CC1)(CC2)C(=O)O